BrC1=CC(=C2C=C(N(C2=C1)C(C)C)C(C)(C)O)F 2-(6-bromo-4-fluoro-1-isopropyl-indol-2-yl)propan-2-ol